N-((S)-(4,4-difluorocyclohexyl)(7-fluoro-5-((S)-2-methoxy-1-((S)-2-oxo-4-(trifluoromethyl)imidazolidin-1-yl)ethyl)benzo[d]-oxazol-2-yl)methyl)-1-ethyl-1H-1,2,4-triazole-5-carboxamide FC1(CCC(CC1)[C@H](NC(=O)C1=NC=NN1CC)C=1OC2=C(N1)C=C(C=C2F)[C@@H](COC)N2C(N[C@@H](C2)C(F)(F)F)=O)F